C/C(=C\\C(=O)N(CCC[C@H]1C(=O)N[C@H](C(=O)N1)CCCN(C(=O)/C=C(\\C)/CCOC(=O)[C@H](CCCN(C(=O)/C=C(\\C)/CCO)O)NC(=O)C)O)O)/CCO The molecule is a member of the class of 2,5-diketopiperazines that is 2,5-diketopiperazine which is substituted at positions 3 and 6 by 3-(hydroxyamino)propyl groups in which the nitrogens have been acylated by (2E)-5-hydroxy-3-methylpent-2-enoyl groups. The substituent at position 3 has been further modified by having its terminal hydroxy group esterified by condensation with the carboxy group of N(2)-acetyl-N(5)-hydroxy-L-ornithine in which the N(5) nitrogen has been acylated by a (2E)-5-hydroxy-3-methylpent-2-enoyl group. It has a role as a siderophore. It is a hydroxamic acid, a carboxylic ester, a primary alcohol, a member of acetamides, a member of 2,5-diketopiperazines and a homoallylic alcohol. It is a conjugate acid of a desferricoprogen(3-).